FC1=C(C=O)C=CC(=C1OC)O 2-Fluoro-4-hydroxy-3-methoxy-benzaldehyde